ClC=1C=C2CN(CC2=CC1)C1=NC=2N(C(=C1)C=1C=NNC1)N=C(C2)C(=O)NC2=CC(=CC=C2)O 5-(5-chloroisoindolin-2-yl)-N-(3-hydroxyphenyl)-7-(1H-pyrazol-4-yl)pyrazolo[1,5-a]pyrimidine-2-carboxamide